3'-trifluoromethyl-4,4'-diaminobiphenyl FC(C=1C=C(C=CC1N)C1=CC=C(C=C1)N)(F)F